4-cyano-1H-pyrazol C(#N)C=1C=NNC1